C12CNCC(CC1)N2C=2SC=1CN(CCC1N2)C(=O)C2OCCC2 (2-(3,8-diazabicyclo[3.2.1]octan-8-yl)-6,7-dihydrothiazolo[5,4-c]pyridin-5(4H)-yl)(tetrahydrofuran-2-yl)methanone